N[C@H](C(=O)O)CC=1OC=CC1 (2S)-2-amino-3-(furan-2-yl)propionic acid